NCCNCCNCCC[Si](OC)(OC)OC N-(β-(β-aminoethyl)aminoethyl)-γ-aminopropyltrimethoxysilane